CC1=CC=C(C=C1)S(=O)(=O)OCCCNC(OC(C)(C)C)=O tert-butyl N-{3-[(4-methylbenzenesulfonyl)oxy]propyl}carbamate